4,5-dichloro-2-[(4-methoxyphenyl)methyl]pyridazin-3-one ClC=1C(N(N=CC1Cl)CC1=CC=C(C=C1)OC)=O